C(=O)O.C(C1=CC=CC=C1)#N Benzonitrile formate